cyclobutylamino-1H-indole-2-carboxylic acid C1(CCC1)NN1C(=CC2=CC=CC=C12)C(=O)O